N-(1-(3-chloro-phenyl)-2-hydroxy-ethyl)-1-(2-((4-fluoro-2-methoxy-phenyl)amino)-5-methyl-pyrimidin-4-yl)-1H-pyrrole-3-carboxamide ClC=1C=C(C=CC1)C(CO)NC(=O)C1=CN(C=C1)C1=NC(=NC=C1C)NC1=C(C=C(C=C1)F)OC